N-(2-chloro-4-(fluoromethyl)thiophen-3-yl)-2-((2-methyl-6-(3-oxopiperazin-1-yl)pyrimidin-4-yl)amino)thiazole-5-carboxamide ClC=1SC=C(C1NC(=O)C1=CN=C(S1)NC1=NC(=NC(=C1)N1CC(NCC1)=O)C)CF